(2R,6R)-N-{2-benzyl-2-azaspiro[3.3]heptan-6-yl}-2,6-dimethyl-4-[5-(trifluoromethyl)pyrimidin-2-yl]piperazine-1-carboxamide C(C1=CC=CC=C1)N1CC2(C1)CC(C2)NC(=O)N2[C@@H](CN(C[C@H]2C)C2=NC=C(C=N2)C(F)(F)F)C